C12CC(CC(CC1)N2)=O 8-azabicyclo-[3.2.1]octan-3-one